CN1[C@@H]2CC[C@H]1CC(C2)O (1R,3r,5S)-8-methyl-8-azabicyclo[3.2.1]octan-3-ol